N1(N=CC=C1)C1=CC=C(CN2C(N3C(C(=C2)C(=O)N[C@@H]2[C@H](CCC2)O)=NC=C3)=O)C=C1 6-(4-(1H-pyrazol-1-yl)benzyl)-N-((1S,2S)-2-hydroxycyclopentyl)-5-oxo-5,6-dihydroimidazo[1,2-c]pyrimidine-8-carboxamide